N-{4-[(5-Chloro-thiophen-2-ylmethyl)-amino]-2-methoxyphenyl}-butyramide ClC1=CC=C(S1)CNC1=CC(=C(C=C1)NC(CCC)=O)OC